FC([C@]1(CN(CCC1)C=1N=NC(=C(N1)C)C1=C(C=C(C=C1)C(F)(F)F)O)O)F (S)-3-(difluoromethyl)-1-(6-(2-hydroxy-4-(trifluoromethyl)phenyl)-5-methyl-1,2,4-triazin-3-yl)piperidin-3-ol